(3R)-tetrahydrofuran O1CCCC1